dimethyldisilyl-bis(2-methyl-4-phenyl-1-indenyl)zirconium dichloride [Cl-].[Cl-].C[SiH]([Zr](C1C(=CC2=C(C=CC=C12)C1=CC=CC=C1)C)(C1C(=CC2=C(C=CC=C12)C1=CC=CC=C1)C)[SiH3])C